NC=1C(=C(C=NC1N)C=1C=C(CC2=NNC(C3=CC=CC=C23)=O)C=CC1F)C 4-(3-(5,6-diamino-4-methylpyridin-3-yl)-4-fluorobenzyl)phthalazin-1(2H)-one